triethoxy(3-propyl-2-allylthiopropyl)silane C(C)O[Si](CC(CCCC)SCC=C)(OCC)OCC